C(=C)CC(=O)O.C(=C)N1C(CCC1)=O (vinylpyrrolidone)-(vinyl acetate)